[N+](=O)([O-])CC(CC(=O)C1=CC=C(C=C1)C)C1=CC=C(C=C1)C(F)(F)F 4-nitro-1-(p-tolyl)-3-(4-(trifluoromethyl)phenyl)butan-1-one